C(C)(=O)[O-].C(CCC)[NH+]1CC(CC1)CCCC 1,3-dibutylpyrrolidinium acetate